2-(2-Azidobutyl)-4,5-dihydro-1,3-oxazole N(=[N+]=[N-])C(CC=1OCCN1)CC